tert-butyl (3S)-3-[(1R)-2-[[6-[(1-acetylazetidin-3-yl)amino]-2-(1-piperidyl)pyrimidine-4-carbonyl]amino]-1-hydroxy-ethyl]-7-(methoxymethoxy)-3,4-dihydro-1H-isoquinoline-2-carboxylate C(C)(=O)N1CC(C1)NC1=CC(=NC(=N1)N1CCCCC1)C(=O)NC[C@@H](O)[C@H]1N(CC2=CC(=CC=C2C1)OCOC)C(=O)OC(C)(C)C